2-(4-cyclobutoxy-pyridin-2-yl)acetic acid C1(CCC1)OC1=CC(=NC=C1)CC(=O)O